FC1=C(C=CC(=C1)OC1=CC=CC=C1)C(=O)C1=CNC2=NC=C(C(=C21)N[C@H]2CO[C@@H](CC2)CO)OC (2-fluoro-4-phenoxyphenyl)(4-(((3R,6S)-6-(hydroxymethyl)tetrahydro-2H-pyran-3-yl)amino)-5-methoxy-1H-pyrrolo[2,3-b]pyridin-3-yl)methanone